FC(CNC1=C(C=NC=C1)N)(F)F N4-(2,2,2-trifluoroethyl)pyridine-3,4-diamine